COC=1C=C(C=CC(=O)O)C=CC1C 3-methoxy-p-methyl-cinnamic acid